1,4-dimethylbutane-1,4-diamine CC(CCC(N)C)N